(R,E)-N-(1-(3,4-dimethoxyphenyl)ethyl)-3-(4-(4-((dimethylamino)methyl)phenyl)-1H-pyrrolo[2,3-b]pyridin-3-yl)acrylamide COC=1C=C(C=CC1OC)[C@@H](C)NC(\C=C\C1=CNC2=NC=CC(=C21)C2=CC=C(C=C2)CN(C)C)=O